(S)-(7-((4-(ethylamino)-3-(trifluoromethyl)-1H-pyrrolo[2,3-b]pyridin-6-yl)amino)-2,3-dihydrobenzo-furan-4-yl)(2-methylmorpholino)methanone C(C)NC1=C2C(=NC(=C1)NC1=CC=C(C=3CCOC31)C(=O)N3C[C@@H](OCC3)C)NC=C2C(F)(F)F